Cl.Cl.CC1=NC2=C(N1)C=C(C=C2)C2=CC1=C(N=C(S1)C1CCNCC1)C=C2 6-(2-methyl-1H-benzoimidazol-6-yl)-2-(piperidin-4-yl)-1,3-benzothiazole dihydrochloride